CCOC(=O)C[C@@H](CCl)O ethyl (S)-(-)-4-chloro-3-hydroxybutyrate